(2,3-dihydrobenzo[b][1,4]dioxin-6-yl)-3-(pyrrolidin-1-yl)propan-1-one O1C2=C(OCC1)C=C(C=C2)C(CCN2CCCC2)=O